CS(=O)(=O)C1=CC(=C(C(=O)NC2=CC(=CC=C2)N2CCOCC2)C=C1)N1CCC2(CC2)CC1 4-(methylsulfonyl)-N-(3-morpholinophenyl)-2-(6-azaspiro[2.5]oct-6-yl)benzamide